(2R,3S,4S,5R,6S)-2-(hydroxymethyl)-6-[2-[(4-methoxyphenyl)methyl]phenoxy]oxan-3,4,5-triol OC[C@H]1O[C@H]([C@@H]([C@H]([C@@H]1O)O)O)OC1=C(C=CC=C1)CC1=CC=C(C=C1)OC